C1(CC1)CC(CNC(OCC1=CC=CC=C1)=O)=O Benzyl (3-cyclopropyl-2-oxopropyl)carbamate